FC1=CC(=CC(=C1)C=C)F 1,3-difluoro-5-vinylbenzene